ClCC(=O)N1CCN(CC1)S(=O)(=O)C1=CC=C(C=C1)C(F)(F)F 2-chloro-1-(4-((4-(trifluoromethyl)phenyl)sulfonyl)piperazin-1-yl)ethan-1-one